5-((4-(2-chlorothieno[3,2-d]pyrimidin-4-yl)piperazin-1-yl)methyl)-2-(2,6-dioxopiperidin-3-yl)isoindoline-1,3-dione ClC=1N=C(C2=C(N1)C=CS2)N2CCN(CC2)CC=2C=C1C(N(C(C1=CC2)=O)C2C(NC(CC2)=O)=O)=O